IC[C@@H]1OC(OC1)(C)C (R)-4-iodomethyl-2,2-dimethyl-1,3-dioxolane